CNC(CCNC1=C(C(=O)O)C=CC(=C1)[N+](=O)[O-])=O 2-[[3-(methylamino)-3-oxo-propyl]amino]-4-nitro-benzoic acid